CC1=CC(OC2=CC(=CC=C12)NC(C=C)=O)=O N-(4-methyl-2-oxo-2H-chromen-7-yl)acrylamide